FC1(CC(C1)NC=1N=CC2=C(N1)NC=C2C2=CC=1N(C=C2)N=CC1C(=O)N[C@@H](C(F)(F)F)C)F (R)-5-(2-((3,3-difluorocyclobutyl)amino)-7H-pyrrolo[2,3-d]pyrimidin-5-yl)-N-(1,1,1-trifluoropropan-2-yl)pyrazolo[1,5-a]pyridine-3-carboxamide